[C@H]12CN(C[C@H](CC1)N2)C=2C1=C(N=C(N2)OC[C@@H]2CN(CCO2)C)C(=C(N=C1C#CC)C1=CC=CC2=CC=C(C(=C12)C#C)F)F 4-(4-((1R,5S)-3,8-diazabicyclo[3.2.1]oct-3-yl)-8-fluoro-2-(((S)-4-Methylmorpholin-2-yl)methoxy)-5-(propynyl)pyrido[4,3-d]pyrimidin-7-yl)-5-ethynyl-6-fluoronaphthalene